3,5-dimethoxy-4-(3-pentyl)benzoic acid COC=1C=C(C(=O)O)C=C(C1C(CC)CC)OC